N(=[N+]=[N-])C=1C(OC2=CC(=CC=C2C1)O)=O 3-azido-7-hydroxychromen-2-one